N-(6-chloro-4-(1-methoxyethyl)-1,5-naphthyridin-3-yl)-N'-(6-(2H-1,2,3-triazol-2-yl)-5-(trifluoromethyl)pyridin-3-yl)urea ClC=1N=C2C(=C(C=NC2=CC1)NC(=O)NC=1C=NC(=C(C1)C(F)(F)F)N1N=CC=N1)C(C)OC